Dec-1-ene-8-carboxylic acid tert-butyl ester C(C)(C)(C)OC(=O)C(CCCCCC=C)CC